2-{2,6-bis[2-(8-methoxy-1,1,7,7-tetramethyl-2,3,6,7-tetrahydro-1H,5H-benzo[ij]quinolizin-9-yl)ethenyl]-4H-pyran-4-ylidene}propanedinitrile COC1=C(C=C2C(CCN3CCC(C1=C23)(C)C)(C)C)C=CC=2OC(=CC(C2)=C(C#N)C#N)C=CC2=C(C=3C(CCN1CCC(C(C31)=C2)(C)C)(C)C)OC